1,1-dimethylpiperidin-1-ium-3-ol C[N+]1(CC(CCC1)O)C